1-{4-[(6-amino-4-pyrimidinyl)oxy]-3-ethylphenyl}-3-[3-(trifluoromethyl)phenyl]-2-imidazolidinone NC1=CC(=NC=N1)OC1=C(C=C(C=C1)N1C(N(CC1)C1=CC(=CC=C1)C(F)(F)F)=O)CC